[I-].NC1=CC=C(C=C)C=C1 (4-aminostyrene) iodide